1-Methylhydrazine CNN